BrC1=NNC(=N1)NCC1=NC=C(N=C1)C=1N(C=C(N1)C(F)(F)F)C 3-bromo-N-((5-(1-methyl-4-(trifluoromethyl)-1H-imidazol-2-yl)pyrazin-2-yl)methyl)-1H-1,2,4-triazol-5-amine